CC=1C=C(C=CC1C)N(C1=NC=C(C=N1)B1OC(C(O1)(C)C)(C)C)C N-(3,4-dimethylphenyl)-N-methyl-5-(4,4,5,5-tetramethyl-1,3,2-dioxaborolan-2-yl)pyrimidin-2-amine